CN(C(C(C(=O)N(CCCC)C)CCCCCCCCCCCC)=O)CCCC N,N'-dimethyl-N,N'-dibutyl-dodecylmalonamide